CS(=O)(=O)NC1=C(C=CC=C1)B(O)O 2-(METHANESULFONYLAMINO)PHENYLBORONIC ACID